CN1N=CC2=CC(=CC=C12)CO (1-methyl-1H-indazole-5-yl)methanol